[Si]([O-])([O-])([O-])[O-].[Ca+2].[Ca+2] CALCIUM SILICAT